1-(2,7-diazaspiro[3.5]nonan-7-yl)ethan-1-one C1NCC12CCN(CC2)C(C)=O